trimethylphosphorus oxide CP(C)(C)=O